CC(CCCCCCCCCCCCCCC(=O)O)C 16-methylheptadecanoic acid